3-((2R,4R)-2-methylpiperidin-4-yl)quinazolin-4(3H)-one C[C@H]1NCC[C@H](C1)N1C=NC2=CC=CC=C2C1=O